C(C)(=O)N1CC2=C(CC1)N(N=C2N2CCCC1=CC(=C(C=C21)C(F)F)C(=O)OC)C2CCNCC2 Methyl 1-(5-acetyl-1-(piperidin-4-yl)-4,5,6,7-tetrahydro-1H-pyrazolo[4,3-c]pyridin-3-yl)-7-(difluoromethyl)-1,2,3,4-tetrahydroquinoline-6-carboxylate